ClC=1C=C(C=NC1C=1N=NNN1)NC(=O)C=1C=NN(C1C(F)(F)F)C1=C2C=CC=NC2=CC=C1 N-(5-Chloro-6-(2H-tetrazol-5-yl)pyridin-3-yl)-1-(chinolin-5-yl)-5-(trifluoromethyl)-1H-pyrazol-4-carboxamid